FC=1C=C(C=CC1)C=1C(C(=CN(C1)C)C(=O)O)=O 5-(3-fluorophenyl)-1-methyl-4-oxo-1,4-dihydropyridine-3-carboxylic acid